tert-butyl 1-(3-acetyl-6-chloro-2-pyridinyl)-3-cyano-6,7-dihydro-4H-pyrazolo[4,3-c]pyridine-5-carboxylate C(C)(=O)C=1C(=NC(=CC1)Cl)N1N=C(C=2CN(CCC21)C(=O)OC(C)(C)C)C#N